3-([7-[5-chloro-1-(oxan-2-yl)-6-oxo-1,6-dihydropyridazin-4-yl]-5H,6H,7H,8H-pyrido[3,4-d]pyrimidin-4-yl]oxy)-2-(trifluoromethyl)benzonitrile ClC1=C(C=NN(C1=O)C1OCCCC1)N1CC=2N=CN=C(C2CC1)OC=1C(=C(C#N)C=CC1)C(F)(F)F